N=C(C)NCCCC[C@H](N)C(=O)O L-N6-(1-Iminoethyl)lysine